CC1=CC=C(O1)C1=NC=2C(=C3C(=NC2)N(C=C3)S(=O)(=O)C3=CC=CC=C3)N1[C@@H]1CC[C@H](CC1)C#N trans-4-(2-(5-methylfuran-2-yl)-6-(phenylsulfonyl)imidazo[4,5-d]Pyrrolo[2,3-b]Pyridin-1(6H)-yl)cyclohexanecarbonitrile